BrC=1C=NC(=NC1)OC=1C=C(C=CC1)C#C[Si](C(C)C)(C(C)C)C(C)C 2-[3-(5-bromopyrimidin-2-yl)oxyphenyl]ethynyl-triisopropyl-silane